4-[5-({[4-(aminomethyl)phenyl]methyl}(methyl)amino)-1-(2,2-dimethylpropanoyl)-4-methoxy-1H-pyrazol-3-yl]-1-methanesulfonylazetidin-2-one NCC1=CC=C(C=C1)CN(C1=C(C(=NN1C(C(C)(C)C)=O)C1CC(N1S(=O)(=O)C)=O)OC)C